BrC=1C=NC(=C(C(=O)N[C@@H]2CN(C[C@@H]2F)C(=O)C2CC(C2)(F)F)C1)OC([2H])([2H])[2H] 5-bromo-N-((3R,4S)-1-(3,3-difluorocyclobutanecarbonyl)-4-fluoropyrrolidin-3-yl)-2-methoxy-d3-nicotinamide